N-methyl-4-(5-methylpiperidin-2-yl)Benzamide CNC(C1=CC=C(C=C1)C1NCC(CC1)C)=O